N-(4-chloro-3-cyano-1H-indol-7-yl)-1-[(3S,4R)-4-fluoropyrrolidin-3-yl]pyrazole-4-sulfonamide ClC1=C2C(=CNC2=C(C=C1)NS(=O)(=O)C=1C=NN(C1)[C@H]1CNC[C@H]1F)C#N